C1(=CC=CC=C1)[C@@H]1CCC2=NN(C(N21)=O)C2CC(C2)C2=CN=NC=C2 (S)-5-phenyl-2-((1R,3S)-3-(pyridazin-4-yl)cyclobutyl)-2,5,6,7-tetrahydro-3H-pyrrolo[2,1-c][1,2,4]triazol-3-one